4-methyltetrazine CN1NN=NC=C1